1,2,4-trismercaptobenzene SC1=C(C=C(C=C1)S)S